C1(CCCC1)N1N=CC=C1C1=C(C=CC=C1)OC(F)(F)F 1-cyclopentyl-5-[2-(trifluoromethoxy)phenyl]-1H-pyrazol